tert-butyl (S)-2-(((tert-butyldiphenylsilyl)oxy)methyl)-4-(((trifluoromethyl) sulfonyl)oxy)-2,5-dihydro-1H-pyrrole-1-carboxylate [Si](C1=CC=CC=C1)(C1=CC=CC=C1)(C(C)(C)C)OC[C@H]1N(CC(=C1)OS(=O)(=O)C(F)(F)F)C(=O)OC(C)(C)C